2,3-diaminobenzenecarboxylic acid NC1=C(C=CC=C1N)C(=O)O